4-bromo-5-cyclopropyl-3-(2,6-dichlorophenyl)isoxazole BrC=1C(=NOC1C1CC1)C1=C(C=CC=C1Cl)Cl